BrCC(=O)C1=CC(=C(C=C1)F)Cl 2-bromo-1-(3-chloro-4-fluorophenyl)ethanone